C(C)OP(=O)(OCC)CP(OCC)(OCC)=O diethyl (diethoxyphosphoryl)methylphosphonate